tert-butyl-(((2-(2,6-dioxopiperidin-3-yl)-1-oxoisoindolin-5-yl) amino) methyl) piperidine-1-carboxylate N1(CCCCC1)C(=O)OC(NC=1C=C2CN(C(C2=CC1)=O)C1C(NC(CC1)=O)=O)C(C)(C)C